OC(CN(C(O[C@@H]1CC[C@H](CC1)C(N(C[C@@H]1CC[C@H](CC1)C1=NC(=C(C=C1)OC)C)C1=NC=CC(=C1)C=1N=C(OC1)C1CC1)=O)=O)C)(C)C trans-4-((4-(2-Cyclopropyloxazol-4-yl)pyridin-2-yl)-((trans-4-(5-meth-oxy-6-methylpyridin-2-yl)cyclohexyl)-methyl)carbamoyl)-cyclohexyl (2-hydroxy-2-methyl-propyl)(methyl)carbamate